CC=1C=C(C=CC1)C1=NN(C=C1)C1=CC(=NC(=N1)OCC1OCCC1)N1CCOCC1 4-[6-[3-(3-methylphenyl)-1H-pyrazol-1-yl]-2-[(oxolan-2-yl)methoxy]pyrimidin-4-yl]morpholine